2-(cis-3-(but-3-en-1-yloxy)-4-methoxypiperidin-1-yl)-4-aminopyrimidine C(CC=C)O[C@@H]1CN(CC[C@@H]1OC)C1=NC=CC(=N1)N